ClC=1C=CC=C2C=C(NC12)C(=O)N(C1COCC1)C1=CC=C(C=C1)F 7-chloro-N-(4-fluorophenyl)-N-(tetrahydrofuran-3-yl)-1H-indole-2-carboxamide